(E)-3-(2-((4-((S)-2-(4-chloro-2-fluorophenyl)-2-methylbenzo[d][1,3]dioxol-4-yl)piperidin-1-yl)methyl)-1-((S)-2-methoxypropyl)-1H-imidazol-5-yl)acrylic acid ethyl ester C(C)OC(\C=C\C1=CN=C(N1C[C@H](C)OC)CN1CCC(CC1)C1=CC=CC=2O[C@](OC21)(C)C2=C(C=C(C=C2)Cl)F)=O